C(C1=CC=CC=C1)[C@H]1N(C(OC1)=O)C(CC1CCC(CC1)C1=CC(=NC=C1)C)=O (R)-4-benzyl-3-(2-((1s,4s)-4-(2-methylpyridin-4-yl)cyclohexyl)acetyl)oxazolidin-2-one